6-fluoro-1-methyl-2'-oxo-1,2-dihydrospiro[indole-3,4'-piperidin] FC1=CC=C2C(=C1)N(CC21CC(NCC1)=O)C